C(C=C)NC1=NC(=CC(=N1)N1CCN(CC1)CC([C@H]1[C@@H](C[C@H]2[C@@H]3CCC4=CC(C=C[C@]4(C)C3=CC[C@]12C)=O)C)=O)NCC=C 21-[4-[2,6-bis(allylamino)-4-pyrimidinyl]-1-piperazinyl]-16α-methylpregna-1,4,9(11)-triene-3,20-dione